3-(1,3-Diphenylprop-2-yn-1-yl)-4-hydroxy-2H-pyran-2-one C1(=CC=CC=C1)C(C#CC1=CC=CC=C1)C=1C(OC=CC1O)=O